(S)-2-amino-1-(4-(5-((4-amino-2-butoxyimidazo[2,1-f][1,2,4]triazin-7-yl)methyl)-3-methylpyridin-2-yl)piperazin-1-yl)-3-phenylpropan-1-one N[C@H](C(=O)N1CCN(CC1)C1=NC=C(C=C1C)CC1=CN=C2C(=NC(=NN21)OCCCC)N)CC2=CC=CC=C2